1,3-Bis(3-methoxypropyl)-2-methylimidazolium acrylate C(C=C)(=O)[O-].COCCCN1C(=[N+](C=C1)CCCOC)C